(R)-6-chloro-4-(1-(N-cyclopropylacrylamido)-2-(methylamino)-2-oxoethyl)-6'-fluoro-N-methyl-[2,4'-bipyridine]-2'-carboxamide ClC1=CC(=CC(=N1)C1=CC(=NC(=C1)F)C(=O)NC)[C@H](C(=O)NC)N(C(C=C)=O)C1CC1